(1S,3S,5R)-5-((((E)-6-ethoxy-6-oxohex-2-en-1-yl)oxy)methyl)-2-azabicyclo[3.1.0]hexane-3-carboxylic acid benzyl ester C(C1=CC=CC=C1)OC(=O)[C@H]1N[C@H]2C[C@]2(C1)COC\C=C\CCC(=O)OCC